N[C@H](C(=O)NC1([C@H]2[C@H]3C(NC([C@H]3[C@@H](C1)CC2)=O)=O)C#N)CC2CC2 (2S)-2-amino-N-[(1R,2S,6R,7R)-8-cyano-3,5-dioxo-4-azatricyclo[5.2.2.02,6]undecan-8-yl]-3-cyclopropyl-propanamide